1-(4-(2-cyanoprop-2-yl)benzyl)-5-cyclopropyl-1H-pyrazole-4-carboxylic acid ethyl ester C(C)OC(=O)C=1C=NN(C1C1CC1)CC1=CC=C(C=C1)C(C)(C)C#N